ClC=1C(=NC=C(C1)Cl)OC1CCC2(C(NC3=CC=C(C=C23)C(=O)OC)=O)CC1 methyl cis-4-[(3,5-dichloro-2-pyridyl)oxy]-2'-oxo-spiro[cyclohexane-1,3'-indoline]-5'-carboxylate